ClC1=NC(=NC(=N1)N(C(C)(CC(C)(C)C)C)C1CC(N(C(C1)(C)C)C)(C)C)N(C(C)(CC(C)(C)C)C)C1CC(N(C(C1)(C)C)C)(C)C 6-chloro-N2,N4-bis(1,2,2,6,6-pentamethylpiperidin-4-yl)-N2,N4-bis(2,4,4-trimethylpentan-2-yl)-1,3,5-triazine-2,4-diamine